N-2,6-xylyl-piperidine-2-carboxamide C1(=C(C=CC=C1C)C)NC(=O)C1NCCCC1